5-(3,4-dichlorobenzyl)-1-(S,S-dioxo-tetrahydrothiophen-3-yl)-1H-pyrazolo[3,4-d]pyrimidin-4(5H)-one ClC=1C=C(CN2C=NC3=C(C2=O)C=NN3C3CS(CC3)(=O)=O)C=CC1Cl